1,3,5-tris[4-(3-methylphenyl-phenylamino)phenyl]benzene CC=1C=C(C=CC1)N(C1=CC=C(C=C1)C1=CC(=CC(=C1)C1=CC=C(C=C1)N(C1=CC=CC=C1)C1=CC(=CC=C1)C)C1=CC=C(C=C1)N(C1=CC=CC=C1)C1=CC(=CC=C1)C)C1=CC=CC=C1